C(C)OC(\C=C\C)=O.CN(S(=O)(=O)N(CC1=NC=C(C=C1)C1=NOC(=N1)C(F)(F)F)OC)C N-(dimethylsulfamoyl)-N-methoxy-1-[5-[5-(trifluoromethyl)-1,2,4-oxadiazol-3-yl]-2-pyridyl]methanamine (E)-ethylbut-2-enoate